2-((2,5-diazabicyclo[2.2.1]heptan-2-yl)sulfonyl)benzonitrile C12N(CC(NC1)C2)S(=O)(=O)C2=C(C#N)C=CC=C2